O=C1N(CCC(N1)=O)C=1C=C(C=CC1)C=1N=NN(C1)CCCCCCNC(OC(C)(C)C)=O tert-butyl (6-(4-(3-(2,4-dioxotetrahydropyrimidin-1(2H)-yl)phenyl)-1H-1,2,3-triazol-1-yl)hexyl)carbamate